tert-Butyl 4-(3-formyl-6-methoxy-1-methyl-1H-indole-2-carbonyl)piperazine-1-carboxylate C(=O)C1=C(N(C2=CC(=CC=C12)OC)C)C(=O)N1CCN(CC1)C(=O)OC(C)(C)C